Benzyl (2R,4S)-4-((1-(tert-butoxycarbonyl)piperidin-4-yl)methyl)-2-(tert-butyl)-5-oxooxazolidine-3-carboxylate C(C)(C)(C)OC(=O)N1CCC(CC1)C[C@@H]1N([C@H](OC1=O)C(C)(C)C)C(=O)OCC1=CC=CC=C1